pyridine-4-one N1=CCC(C=C1)=O